ClC=1C=C(C=CC1)C1=NN=C(S1)NC1=CC=CC=C1 5-(3-chlorophenyl)-N-phenyl-1,3,4-thiadiazole-2-amine